methyl (E)-3-(2-methylthiazol-5-yl)-3-(1-(trifluoromethyl)cyclopropyl)acrylate CC=1SC(=CN1)/C(=C/C(=O)OC)/C1(CC1)C(F)(F)F